3,5-difluorobenzyl triflate O(S(=O)(=O)C(F)(F)F)CC1=CC(=CC(=C1)F)F